2-(((2-(benzo[d]oxazol-2-ylamino)benzo[d]oxazol-5-yl)methyl)(methyl)amino)-N-(2-(2-hydroxyethoxy)ethyl)acetamide O1C(=NC2=C1C=CC=C2)NC=2OC1=C(N2)C=C(C=C1)CN(CC(=O)NCCOCCO)C